CNS(=O)(=O)N1CCCCC1 N-Methylpiperidine-1-sulfonamide